1-aminopropane-1-thiol NC(CC)S